C(C)C1=CC=C(C=N1)C1=CCC(CN1C(=O)OC(C)(C)C)C tert-butyl 6-(6-ethyl-3-pyridyl)-3-methyl-3,4-dihydro-2H-pyridine-1-carboxylate